C(C=C)OC([C@@H](NC(=O)OCC1C2=CC=CC=C2C2=CC=CC=C12)CC(=O)O)=O Fmoc-L-aspartic acid-1-allyl ester